7-((5-((3S,4S)-4-fluoro-3-hydroxy-piperidin-1-yl)pyridin-2-yl)amino)-4-(8-fluoro-7-methylimidazo[1,2-a]pyridin-3-yl)isoindolin-1-one F[C@@H]1[C@H](CN(CC1)C=1C=CC(=NC1)NC=1C=CC(=C2CNC(C12)=O)C1=CN=C2N1C=CC(=C2F)C)O